tridecanopropyl-propylene C(CC)C1=C(C)CCCCCCCCCCCCC1